methyl (Z)-N'-((Z)-(3-(4-chlorophenyl)-4-phenyl-5,6-dihydropyridazin-1(4H)-yl)(((4-(trifluoromethoxy)phenyl)sulfonyl)imino)methyl)carbamimidoselenoate ClC1=CC=C(C=C1)C1=NN(CCC1C1=CC=CC=C1)\C(\N=C(\N)/[Se]C)=N/S(=O)(=O)C1=CC=C(C=C1)OC(F)(F)F